C(\C=C\C1=CC(OC)=C(O)C=C1)(=O)CC(\C=C\C1=CC(OC)=C(O)C=C1)=O DIFERULOYLMETHANE